tert-butyl 4-(2-(difluoromethyl)imidazo[1,2-a]pyrazin-6-yl)piperazine-1-carboxylate FC(C=1N=C2N(C=C(N=C2)N2CCN(CC2)C(=O)OC(C)(C)C)C1)F